FC(C1=CC=C(C=C1)C1=NOC(=N1)C=1N=CC(=NC1)OC1=CC=C2C=C(N(C2=C1)C)C(=O)N1CCN(CC1)CC1=CC=C(C=C1)OCC(F)(F)F)(F)F (6-((5-(3-(4-(trifluoromethyl)phenyl)-1,2,4-oxadiazole-5-yl)pyrazine-2-yl)oxy)-1-methyl-1H-indol-2-yl)(4-(4-(2,2,2-trifluoroethoxy)benzyl)piperazin-1-yl)methanone